1-N-[4-(6-carbamoyl-7-chloroquinolin-4-yl)oxyphenyl]-1-N'-(4-fluorophenyl)cyclopropane-1,1-dicarboxamide C(N)(=O)C=1C=C2C(=CC=NC2=CC1Cl)OC1=CC=C(C=C1)NC(=O)C1(CC1)C(=O)NC1=CC=C(C=C1)F